tert-butyl (2R,5S)-4-(1-(3-fluorophenyl)-3-(2-oxoazetidin-1-yl)-1H-pyrrolo[3,2-c]pyridin-4-yl)-2,5-dimethylpiperazine-1-carboxylate FC=1C=C(C=CC1)N1C=C(C=2C(=NC=CC21)N2C[C@H](N(C[C@@H]2C)C(=O)OC(C)(C)C)C)N2C(CC2)=O